BrC1=NC=C(C=C1)C(C)OC 2-bromo-5-(1-methoxyethyl)pyridine